COC1=CC=C(C=C1)NC(=O)N1CCCCN2[C@@H]([C@@H]([C@@H]2C1)C1=CC=C(C=C1)C#CC1=CC=CC=C1)CN(C(C)=O)C (8R,9S,10S)-N-(4-methoxyphenyl)-10-((N-methylacetamido)methyl)-9-(4-(phenylethynyl)phenyl)-1,6-diazabicyclo[6.2.0]decane-6-carboxamide